C(#N)C1=CC(=C(COC2=CC=CC(=N2)N2CCN(CC2)CC2=NC3=C(N2CC2S(CC2)(=O)=O)C=C(C=C3)C(=O)OC)C=C1)F Methyl 2-((4-(6-((4-cyano-2-fluorobenzyl)oxy)pyridin-2-yl)piperazin-1-yl)methyl)-1-((1,1-dioxidothietan-2-yl)methyl)-1H-benzo[d]imidazole-6-carboxylate